C1(=CC=C(C=C1)C=1NC2=CC=CC=C2C1)C 2-(p-tolyl)-1H-indole